4-(4-Methoxyphenyl)-4-oxobutyl 2-(2,4-dichlorophenoxy)acetate ClC1=C(OCC(=O)OCCCC(=O)C2=CC=C(C=C2)OC)C=CC(=C1)Cl